CC=1C=C(NC2=NC=C(C(=N2)NC2=CC=C3C(=N2)[C@](CC3)(O)CC)C#N)C=CC1C1CCN(CC1)C 2-[3-methyl-4-(1-methyl-4-piperidyl)anilino]-4-[[(7S)-7-ethyl-7-hydroxy-5,6-dihydrocyclopenta[b]pyridin-2-yl]amino]pyrimidine-5-carbonitrile